3-chloro-2-hydrazinopyridine-5-carboxylic acid hydrazide ClC=1C(=NC=C(C1)C(=O)NN)NN